N1(N=CC=C1)C1=CC=C(C=C1)C1=C(C(=NN1)NC1=C(C=C(C=C1)NC(OCC)=O)C)F ethyl (4-((5-(4-(1H-pyrazol-1-yl)phenyl)-4-fluoro-1H-pyrazol-3-yl)amino)-3-methylphenyl)carbamate